C(C)(C)(C)OC(=O)N1C[C@@H](N(CC1)C(=O)C1=C(C(=C(C2=C1N(C=N2)C)Br)Cl)F)CO (3R)-4-(4-bromo-5-chloro-6-fluoro-1-methyl-1H-benzoimidazole-7-carbonyl)-3-(hydroxymethyl)piperazine-1-carboxylic acid tert-butyl ester